N-(5-(7-cyanobenzo[d][1,3]dioxol-5-yl)-1-(2-methoxypropyl)-1H-pyrazolo[3,4-b]pyridin-3-yl)pivalamide C(#N)C1=CC(=CC2=C1OCO2)C=2C=C1C(=NC2)N(N=C1NC(C(C)(C)C)=O)CC(C)OC